BrC1=CC=2C(=NC=C3C=CC(N(C23)C2=CC(=CC=C2)[N+](=O)[O-])=O)C=C1 9-Bromo-1-(3-nitrophenyl)benzo[h][1,6]naphthyridin-2(1H)-one